BrC1=NN=C(O1)[C@@H]1N(C[C@H](CC1)NC(COC1=CC(=C(C=C1)Cl)Cl)=O)C(=O)OC(C)(C)C tert-butyl (2R,5S)-2-(5-bromo-1,3,4-oxadiazol-2-yl)-5-[2-(3,4-dichlorophenoxy)acetamido]piperidine-1-carboxylate